P(=O)([O-])([O-])O.[Li+].[Mn](=O)(=O)(O)O.[Li+] lithium manganic acid lithium phosphate